(S)-2-((2-((S)-4-(difluoromethyl)-2-carbonyl-oxazolidin-3-yl)-6,7-dihydro-5H-benzo[f]imidazo[1,2-d][1,4]diazepin-9-yl)amino)propanamide FC([C@H]1N(C(OC1)=C=O)C=1N=C2N(CCNC3=C2C=CC(=C3)N[C@H](C(=O)N)C)C1)F